N,N-DIMETHYLTETRADECYLAMINE N-oxide C[N+](C)(CCCCCCCCCCCCCC)[O-]